2-ethyl-6-methyl-9-acryloyloxy-10-Methoxy-1,4-dihydro-1,4-methanoanthracene C(C)C=1C2C3=C(C4=CC=C(C=C4C(=C3C(C1)C2)OC)C)OC(C=C)=O